C(C)(C)SC1=C(C=CC=C1)C 1-isopropylsulfanyl-2-methyl-benzene